tert-butyl (1R,5S)-3-(7-bromo-6-chloro-8-fluoro-2-(((Z)-2-(fluoromethylene)tetrahydro-1H-pyrrolizin-7a(5H)-yl)methoxy)quinazolin-4-yl)-3,8-diazabicyclo[3.2.1]octane-8-carboxylate BrC1=C(C=C2C(=NC(=NC2=C1F)OCC12CCCN2C\C(\C1)=C/F)N1C[C@H]2CC[C@@H](C1)N2C(=O)OC(C)(C)C)Cl